1-(5-(benzofuran-5-ylsulfonyl)-3,4,5,6-tetrahydropyrrolo[3,4-c]pyrrol-2(1H)-yl)-2,2-bis(hydroxymethyl)butan-1-one O1C=CC2=C1C=CC(=C2)S(=O)(=O)N2CC1=C(C2)CN(C1)C(C(CC)(CO)CO)=O